5-(benzyloxy)-4-(4-((tetrahydrofuran-3-yl) oxy) isoindoline-2-carbonyl)-1,3-phenylene bis(4-methylbenzenesulfonate) CC1=CC=C(C=C1)S(=O)(=O)OC1=CC(=C(C(=C1)OCC1=CC=CC=C1)C(=O)N1CC2=CC=CC(=C2C1)OC1COCC1)OS(=O)(=O)C1=CC=C(C=C1)C